FC=1C=NN(C1COC1=CN2C(=C(C=C2C=C1)C)C(=O)[O-])C.[K+] potassium 6-((4-fluoro-1-methyl-1H-pyrazol-5-yl) methoxy)-2-methylindolizine-3-carboxylate